(1S,2R)-1-(2-cyanophenyl)-1-(1-(cyclopropylmethyl)-1H-pyrazol-4-yl)propan C(#N)C1=C(C=CC=C1)[C@H](CC)C=1C=NN(C1)CC1CC1